(3S)-3-cyclopropyl-1-[6-(3-fluoro-1-methylpyrazol-4-yl)pyrrolo[1,2-b]pyridazin-4-yl]-2-oxopyrrolidine-3-carbonitrile C1(CC1)[C@]1(C(N(CC1)C=1C=2N(N=CC1)C=C(C2)C=2C(=NN(C2)C)F)=O)C#N